2,6-dimethoxyheptyl-4-pyrone COC(CC=1OC=CC(C1)=O)CCCC(C)OC